BrC=1C=C2C(CN(C2=CC1)CCCl)(C)C 5-bromo-1-(2-chloroethyl)-3,3-dimethylindoline